N[C@@H]1CCCC12CCN(CC2)C2=NC=C(C=1N2C=CN1)SC1=CC(NC2=CC=CC=C12)=O (R)-4-((5-(1-amino-8-azaspiro[4.5]decan-8-yl)imidazo[1,2-c]pyrimidin-8-yl)thio)quinolin-2(1H)-one